(12R)-6-(Hydroxyimino)-18-(trifluoromethyl)-22-oxa-3,4,16,21-tetraazatetracyclo[15.3.1.12,5.012,16]docosa-1(21),2,4,17,19-pentaen-20-amine ON=C1C2=NN=C(C=3C(=CC(=C(N4CCC[C@H]4CCCCC1)N3)C(F)(F)F)N)O2